FC(C(=O)O)(F)F.CC1(C2C(N(C(C12)=O)CC1=CC2=NC=CC(=C2S1)C1=C(C(=NC(=C1)C(F)(F)F)C)O[C@@H]1CNCCC1)=O)C 6,6-dimethyl-3-((7-(2-methyl-3-(((S)-piperidin-3-yl)oxy)-6-(trifluoromethyl)pyridin-4-yl)thieno[3,2-b]pyridin-2-yl)methyl)-3-azabicyclo[3.1.0]hexane-2,4-dione 2,2,2-trifluoroacetate